N1C=C(C2=CC=CC=C12)C(C1=CNC2=CC=CC=C12)C1=CNC2=CC=CC=C12 Tri-1H-indol-3-ylmethane